4-{[6-(5-chloro-2-fluorophenyl)-3-methylpyridazin-4-yl]amino}quinolin-7-yl 4-(azetidin-1-yl)piperidine-1-carboxylate N1(CCC1)C1CCN(CC1)C(=O)OC1=CC=C2C(=CC=NC2=C1)NC1=C(N=NC(=C1)C1=C(C=CC(=C1)Cl)F)C